C[C@H]1N[C@@H](CC=2C3=CC=CC=C3NC12)C(=O)O (1R,3S)-1-methyl-1,2,3,4-tetrahydro-β-carboline-3-carboxylic acid